O=C1C=CC(=NN1C1=CC=CC=C1)C(=O)N[C@H](C)C1=CC(=CC=C1)C(F)(F)F 6-Oxo-1-phenyl-N-[(1R)-1-[3-(trifluoromethyl)phenyl]ethyl]pyridazine-3-carboxamide